7-Chloro-1,6-dimethyl-4-(1-(5-(morpholinomethyl)pyrimidin-2-yl)piperidin-4-yl)-1,4-diHydropyrido[2,3-b]pyrazine-2,3-dione ClC1=CC2=C(N(C(C(N2C)=O)=O)C2CCN(CC2)C2=NC=C(C=N2)CN2CCOCC2)N=C1C